The molecule is a methyladenosine compound with two methyl groups attached to N(6) of the adenine nucleobase. It derives from an adenosine. CN(C)C1=NC=NC2=C1N=CN2[C@H]3[C@@H]([C@@H]([C@H](O3)CO)O)O